2-((6-(5-amino-4-methylpyridin-3-yl)-8-methyl-2,7-naphthyridin-3-yl)amino)-6-isopropyl-5,6-dihydro-4H-pyrazolo[1,5-d][1,4]diazepin-7(8H)-one NC=1C(=C(C=NC1)C=1C=C2C=C(N=CC2=C(N1)C)NC1=NN2CC(N(CCC2=C1)C(C)C)=O)C